3-phenylimidazo[1,5-a]pyridine-1-carbonitrile C1(=CC=CC=C1)C1=NC(=C2N1C=CC=C2)C#N